6-amino-N-[(5-bromo-2-pyridyl)methyl]-8-methyl-N-[(1S)-1-pyrimidin-2-ylethyl]-1,5-naphthyridine-3-carboxamide NC=1N=C2C=C(C=NC2=C(C1)C)C(=O)N([C@@H](C)C1=NC=CC=N1)CC1=NC=C(C=C1)Br